6-(4-(((Tert-butyldimethylsilyl)oxy)methyl)phenyl)-4-(fluoro(phenyl)methyl)-7-((2-(trimethylsilyl)ethoxy)methyl)-7H-pyrrolo[2,3-d]pyrimidine [Si](C)(C)(C(C)(C)C)OCC1=CC=C(C=C1)C1=CC2=C(N=CN=C2C(C2=CC=CC=C2)F)N1COCC[Si](C)(C)C